Oct-6-yl-benzamide CCCCCC(CC)C1=C(C(=O)N)C=CC=C1